C(C)(C)(C)OC(=O)N1C[C@@H](CC1)NCC(C(=O)OC)C1=CC=CC=C1 (3R)-3-((3-methoxy-3-oxo-2-phenylpropyl)amino)pyrrolidine-1-carboxylic acid tert-butyl ester